P(O)(O)(=S)O[C@]1([C@H]([C@@H](O[C@@H]1CO)N1C=NC=2C(N)=NC=NC12)O)F 3'-fluoroadenosine-3'-phosphorothioate